CO[C@@H]1C[C@H](CC1)N |r| rac-trans-3-Methoxycyclopentan-1-amine